4-(3-isobutyl-7-methyl-5-oxo-6,7,8,9-tetrahydropyrazolo[1,5-a]pyrido[4,3-e]pyrimidin-4(5H)-yl)-N-methylbenzamide C(C(C)C)C=1C=NN2C1N(C(C1=C2CNC(C1)C)=O)C1=CC=C(C(=O)NC)C=C1